N1C(C=NC2=CC=CC=C12)=O (1H)-quinoxalinone